2-(2,6-dimethylpyridin-4-yl)-3-isopropyl-5-(1,4-dioxaspiro[4.5]dec-8-yl)-1H-indole CC1=NC(=CC(=C1)C=1NC2=CC=C(C=C2C1C(C)C)C1CCC2(OCCO2)CC1)C